methyl 1-(dodec-11-yn-1-yl)-1H-pyrazole-5-carboxylate C(CCCCCCCCCC#C)N1N=CC=C1C(=O)OC